ClC=1C=CC(=NC1)C=1N=C2N(C=CC=C2)C1CN1CC2CN(C(C1)CC2)C(=O)C2=NC(=CC=C2F)OC [3-{[2-(5-chloropyridin-2-yl)imidazo[1,2-a]pyridin-3-yl]methyl}-3,6-diazabicyclo[3.2.2]non-6-yl](3-fluoro-6-methoxypyridin-2-yl)methanone